4-[5-(2-aminoethyl)pyrimidin-2-yl]-3-(2-methyl-5-pyrrolidin-1-ylpyrazol-3-yl)oxybenzonitrile NCCC=1C=NC(=NC1)C1=C(C=C(C#N)C=C1)OC=1N(N=C(C1)N1CCCC1)C